FC1=CC=C(C=C1)N1C(=NC=2C=NC=3C=CC(=CC3C21)C2=CC1=CC=CC=C1C=C2)C 1-(4-fluorophenyl)-2-methyl-8-(naphthalen-2-yl)-1H-imidazo[4,5-c]quinoline